6-(2,5-Dioxopyrrol-1-yl)-4-methylhexanoic acid O=C1N(C(C=C1)=O)CCC(CCC(=O)O)C